3-(1-(3,4-dichlorophenyl)pyrrolidin-3-yl)-2-fluoro-6-methylbenzoic acid methyl ester COC(C1=C(C(=CC=C1C)C1CN(CC1)C1=CC(=C(C=C1)Cl)Cl)F)=O